(2-phenyl-7,8-dihydro-quinolin-5-yl)methylamine C1(=CC=CC=C1)C1=NC=2CCC=C(C2C=C1)CN